C(C)(=O)N1CCN(CC1)C=1C=C2CCN(C(C2=CC1)=O)C[C@@H](CN1CC2=CC=CC=C2CC1)O 6-(4-Acetylpiperazin-1-yl)-2-[(2R)-3-(3,4-dihydro-1H-isochinolin-2-yl)-2-hydroxypropyl]-3,4-dihydroisochinolin-1-on